N1=CC=CC(=C1)C1N(C)CCC1.C(C1=CC=CC=C1)(=O)O benzoic acid-nicotine salt